oxolan O1CCCC1